BrC1=C2C(N(C=NC2=CC=C1OC1=C(C(=CC=C1F)NS(N(C)CC)(=O)=O)C#N)[C@H]1CCC2(C1)CCN(CC2)C(=O)OC(C)(C)C)=O tert-butyl (3S)-3-[5-bromo-6-[2-cyano-3-[[ethyl(methyl)sulfamoyl]amino]-6-fluoro-phenoxy]-4-oxo-quinazolin-3-yl]-8-azaspiro[4.5]decane-8-carboxylate